2,2-dimethylpropanoyl isocyanate CC(C(=O)N=C=O)(C)C